ClC=1C(=NC(=C(C1)F)C1=C(C(=C(C=C1Cl)Cl)OC)F)C(=O)OCC1=CC=CC=C1 Benzyl 3-chloro-6-(4,6-dichloro-2-fluoro-3-methoxyphenyl)-5-fluoropicolinate